furostan CC(C)CCC1O[C@H]2C[C@H]3[C@@H]4CCC5CCCC[C@]5(C)[C@H]4CC[C@]3(C)[C@H]2[C@@H]1C